ClC=1C=C2C(N(C=3N(C2=C(C1)C(C)NC1=C(C(=O)O)C=CC=C1)C=NC3CC)C)=O 2-((1-(7-chloro-3-ethyl-4-methyl-5-oxo-4,5-dihydroimidazo[1,5-a]quinazolin-9-yl)ethyl)amino)benzoic acid